(1S,2S)-2-fluoro-N-(6-(2-(2-hydroxyethyl)phenyl)imidazo[1,2-a]pyridin-2-yl)cyclopropane-1-carboxamide F[C@@H]1[C@@H](C1)C(=O)NC=1N=C2N(C=C(C=C2)C2=C(C=CC=C2)CCO)C1